[C-]#N.C(CCCCCCCC)[N+]1=CC(=CC=C1)C 1-nonyl-3-methylpyridinium cyanide salt